CN(C1=CC=C(C=C1)NC1=NC=2N(C3=C1C=CN=C3)N=C(C2)C(=O)O)C 5-((4-(dimethylamino)phenyl)amino)pyrazolo[1,5-a]pyrido[4,3-e]pyrimidine-2-carboxylic acid